(2R,5S)-4-(2-(3-(2-cyanoethyl)-6-(4-fluorobenzyl)-3-methylindolin-1-yl)-2-oxoethyl)-2-methyl-5-(((R)-3-methylmorpholino)methyl)piperazine-1-carboxylic acid tert-butyl ester C(C)(C)(C)OC(=O)N1[C@@H](CN([C@H](C1)CN1[C@@H](COCC1)C)CC(=O)N1CC(C2=CC=C(C=C12)CC1=CC=C(C=C1)F)(C)CCC#N)C